C(C)(C)(C)N(CC(=O)O)C(=O)C1=CC=NC2=C(C=CC=C12)N tert-butyl-(8-aminoquinoline-4-carbonyl)glycine